bis(4-tert-butylphenyl)iodonium trifluoroantimonate [Sb](=O)(F)(F)F.C(C)(C)(C)C1=CC=C(C=C1)[I+]C1=CC=C(C=C1)C(C)(C)C